(R)-2-(4-(5-Chloro-2-(4-chloro-1H-1,2,3-triazol-1-yl)phenyl)-5-methoxy-2-oxoPyridin-1(2H)-yl)-N-(4-(dimethylphosphoryl)phenyl)-3-phenylpropanamide ClC=1C=CC(=C(C1)C1=CC(N(C=C1OC)[C@@H](C(=O)NC1=CC=C(C=C1)P(=O)(C)C)CC1=CC=CC=C1)=O)N1N=NC(=C1)Cl